CC(CC=C(C)C(=O)N)O (2-Hydroxypropyl)methacrylamide